(3,5-dibromopyridine-4-yl)methanol BrC=1C=NC=C(C1CO)Br